ClC=1C=C2C=C(N(C2=CC1)CC1=CC=NC=C1)C(=O)NC=1SC(=C(N1)CC)C 5-chloro-N-(4-ethyl-5-methylthiazol-2-yl)-1-(pyridin-4-ylmethyl)-1H-indole-2-carboxamide